fluoro-octyl-triethoxysilane FC(C)O[Si](OCC)(OCC)CCCCCCCC